ClC1=C(C(=C(C=C1)[PH2]=O)Cl)Cl trichlorophenylphosphine oxide